7-chloro-1-(cyclopropylmethyl)-3-methyl-5-(2-methyl-2H-indazol-5-yl)-1,5-dihydro-6H-pyrazolo[4,3-c]pyridazin-6-one ClC1=C2C(=NN(C1=O)C1=CC3=CN(N=C3C=C1)C)C(=NN2CC2CC2)C